(S)-4-(cyclopropylethynyl)-4-(1,1-difluoroethyl)-7-(hydroxymethyl)-1,4-dihydro-2H-benzo[d][1,3]oxazin-2-one C1(CC1)C#C[C@]1(C2=C(NC(O1)=O)C=C(C=C2)CO)C(C)(F)F